pentynyl alcohol C(#CCCC)O